FC=1C=C(C=C(C1)OCC1=CC(=CC=C1)F)[C@@H]1N(OCC1)C1=CC(=NC=N1)NC=1C(=CC(=C(C1)NC(C=C)=O)N1CCN(CC1)C)OC (R)-N-(5-((6-(3-(3-fluoro-5-((3-fluoro-benzyl)oxy)phenyl)isoxazolidin-2-yl)pyrimidin-4-yl)-amino)-4-methoxy-2-(4-methylpiperazin-1-yl)phenyl)-acrylamide